CC1(C(CC=C1C)C(CCCO)C)C 4-(2,2,3-trimethylcyclopent-3-en-1-yl)pentan-1-ol